trifluoromethylpyrrolidin-1-carboxamid FC(F)(F)C1N(CCC1)C(=O)N